ClC=1C(=NC(=C(C(=O)NC=2C=C(C=CC2)[S@](=O)(C)=NC(OC(C)(C)C)=O)C1)N1CCC2(CC2)CC1)C tert-butyl (R)-((3-(5-chloro-6-methyl-2-(6-azaspiro[2.5]octan-6-yl)nicotinamido)phenyl)(methyl)(oxo)-λ6-sulfaneylidene)carbamate